2-(((2R,7aS)-2-fluorotetrahydro-1H-pyrrolizin-7a(5H)-yl)methoxy)-N-methylpyrido[4,3-d]pyrimidin-4-amine F[C@@H]1C[C@@]2(CCCN2C1)COC=1N=C(C2=C(N1)C=CN=C2)NC